Cl.Cl.N(=NC(C)(C)C=1NC(CN1)C)C(C)(C)C=1NC(CN1)C 2,2'-azobis[2-(5-methyl-2-imidazolin-2-yl)propane], dihydrochloride